2-({[4-(Benzylmethoxy)cyclohexyl]oxy}methyl)-3-(hydroxyimino)pyrrolidine-1-carboxylic acid tert-butyl ester C(C)(C)(C)OC(=O)N1C(C(CC1)=NO)COC1CCC(CC1)OCCC1=CC=CC=C1